C(CCCCCCC)[Te] 1-octyltellurium